CC(CC=O)C=C(CC)C 3,5-dimethylhept-4-enal